F[C@H]1[C@@]2(CC[C@H](C[C@H]1OC=1N=NC(=CN1)C1=C(C=C(C=C1)N1C=NC=C1)O)N2)C 2-(3-(((1S,2S,3R,5R)-2-fluoro-1-methyl-8-azabicyclo[3.2.1]octan-3-yl)oxy)-1,2,4-triazin-6-yl)-5-(1H-imidazol-1-yl)phenol